C1(CC1)OC1=C(C(=NC=C1)OC)C1=NN(C2=NC(=CC=C21)NC(=O)[C@H]2[C@H](C2)F)COCC[Si](C)(C)C (1S,2S)-N-[3-(4-cyclopropoxy-2-methoxypyridin-3-yl)-1-{[2-(trimethylsilyl)ethoxy]methyl}pyrazolo[3,4-b]pyridin-6-yl]-2-fluorocyclopropane-1-carboxamide